(R)-6-((1-benzyl-pyrrolidin-3-yl)(methyl)amino)-5-chloro-N-(thiazol-4-yl)pyridine-3-sulfonamide C(C1=CC=CC=C1)N1C[C@@H](CC1)N(C1=C(C=C(C=N1)S(=O)(=O)NC=1N=CSC1)Cl)C